ClC1=C(C=CC=C1)C(CB1OC(C)(C)C(C)(C)O1)CN(CC1=CC=CC=C1)CC1=CC=CC=C1 2-(2-chlorophenyl)-3-(N,N-dibenzylamino)-1-propylboronic acid pinacol ester